NC1=C2C(=NC=N1)N(N=C2C2=CC=C(C=C2)CNC(C2=C(C=CC(=C2)F)OC)=O)C2CCN(CC2)C2=NC=C(C=C2)C(OC)OC N-{[4-(4-amino-1-{1-[5-(dimethoxymethyl)pyridin-2-yl]piperidin-4-yl}pyrazolo[3,4-d]pyrimidin-3-yl)phenyl]methyl}-5-fluoro-2-methoxybenzamide